FC1=CC(=C(O[C@H](CNC(OC(C)(C)C)=O)C)C=C1)CN[C@H]1[C@H](CCC1)O tert-butyl {(2S)-2-[4-fluoro-2-({[(1R,2S)-2-hydroxycyclopentyl]amino}methyl)phenoxy]propyl}carbamate